(S)-1-(2-((S)-3-((2-oxo-1,2,3,4-tetrahydroquinolin-5-yl)oxy)pyrrolidine-1-yl)acetyl)pyrrolidine-2-carbonitrile O=C1NC2=CC=CC(=C2CC1)O[C@@H]1CN(CC1)CC(=O)N1[C@@H](CCC1)C#N